FC1=C(C(=CC=C1)OC)C1=NC=CC2=C1CNC2=O 4-(2-fluoro-6-methoxyphenyl)-2,3-dihydro-1H-pyrrolo[3,4-c]pyridin-1-one